CC(C)CCCC(C)CCCC(C)CCCC(C)C(=O)O The molecule is a branched, long-chain saturated fatty acid composed of pentadecanoic acid having methyl substituents at the 2-, 6-, 10- and 14-positions. It has a role as a human metabolite. It is a branched-chain saturated fatty acid, a long-chain fatty acid and a methyl-branched fatty acid. It is a conjugate acid of a pristanate.